BrC1=CC(=C(C=C1C(F)(F)F)C(CN(C)C)NC)[N+](=O)[O-] 1-(4-bromo-2-nitro-5-(trifluoromethyl)phenyl)-N1,N2,N2-trimethylethane-1,2-diamine